(S)-1-(2-((2-chloro-4-fluorophenyl)amino)-5-methylpyrimidin-4-yl)-N-(1-(3-chlorophenyl)-2-hydroxyethyl)-1H-pyrazole-4-amide ClC1=C(C=CC(=C1)F)NC1=NC=C(C(=N1)N1N=CC(=C1)C(=O)N[C@H](CO)C1=CC(=CC=C1)Cl)C